methyl (S)-3-(8-bromo-6-(pyridin-2-yl)-1-(((pyridin-4-yl)methyl)thio)-4H-benzo[f][1,2,4]triazolo[4,3-a][1,4]diazepin-4-yl)propionate BrC=1C=CC2=C(C(=N[C@H](C=3N2C(=NN3)SCC3=CC=NC=C3)CCC(=O)OC)C3=NC=CC=C3)C1